5-bromo-3-(bromomethyl)-2-methylbenzo[1,2-b:3,4-b']difuran BrC1=CC2=C(OC(=C2CBr)C)C2=C1OC=C2